C1(=CC=CC=C1)C(=C(C1=CC=CC=C1)C1=CC=CC=C1)C1=CC=C(C=O)C=C1 4-(1,2,2-Triphenylvinyl)benzaldehyde